Cl.COC1=C(C=C(C(=C1)C(F)(F)F)SC)[C@@H]1CNCCC1 (R)-3-(2-methoxy-5-(methylthio)-4-(trifluoromethyl)phenyl)piperidine hydrochloride